C(C)(C)(C)OC(NC1=C(C=2N(C=C1)N=CC2C2CC2)OC)=O (3-Cyclopropyl-4-methoxypyrazolo[1,5-a]pyridin-5-yl)carbamic acid tert-butyl ester